C(C)(C)[Si](C#CC1(CC1)C(F)(F)F)(C(C)C)C(C)C triisopropyl-[2-[1-(trifluoromethyl)cyclopropyl]ethynyl]silane